N-cyclohexyl-2-ethenyl-7H-pyrrolo[2,3-d]pyrimidin-4-amine C1(CCCCC1)NC=1C2=C(N=C(N1)C=C)NC=C2